CC(C(=O)O)CCCC\C=C\C(OCC)OCC (7E)-methyl-9,9-diethoxy-7-nonenoic acid